FC(CN1C(=CC2=C(C=CC=C12)NC1CCS(CC1)(=O)=O)C#C[Si](C)(C)C)(F)F 4-{[1-(2,2,2-trifluoroethyl)-2-[2-(trimethylsilyl)ethynyl]-1H-indol-4-yl]amino}-1λ6-thiane-1,1-dione